CC(CC(=O)N[C@@H](CCOC1CC(C1)CCC1=NC=2NCCCC2C=C1)C(=O)O)C N-(3-methylbutanoyl)-O-(3-(2-(5,6,7,8-tetrahydro-1,8-naphthyridin-2-yl)ethyl)cyclobutyl)homoserine